The molecule is a long-chain fatty acid anion that is the conjugate base of 8-PAHSA, obtained by deprotonation of the carboxy group; major species at pH 7.3. It has a role as an anti-inflammatory agent, a hypoglycemic agent and a human metabolite. It is a conjugate base of an 8-PAHSA. CCCCCCCCCCCCCCCC(=O)OC(CCCCCCCCCC)CCCCCCC(=O)[O-]